C(C)OC(CCC)=S 3-methylthiopropionic acid ethyl ester